C(CCCCCCCCCCCCC)(=O)NCCCC(C(=O)O)N(C)C myristamidopropyl-dimethylaminoacetic acid